CC=1N(C=CN1)C=1SC=2C=NC(=CC2N1)NC1=NC(=C(C=C1)C1CCOCC1)CN1CCCC1 N-[2-(2-Methyl-1H-imidazol-1-yl)-[1,3]thiazolo[5,4-c]pyridin-6-yl]-5-(oxan-4-yl)-6-[(pyrrolidin-1-yl)methyl]pyridin-2-amine